butyl N-[2-(3,5-dichloro-4-hydroxyphenyl)-3,5-dioxo-4H-1,2,4-triazin-6-yl]carbamate ClC=1C=C(C=C(C1O)Cl)N1N=C(C(NC1=O)=O)NC(OCCCC)=O